O=S1(CCC(CC1)N1CC=2N(CC1)N=C(C2C2=CC(=NC=C2)NC(C)=O)C2=CC=C(C=C2)F)=O N-(4-(5-(1,1-dioxidotetrahydro-2H-thiopyran-4-yl)-2-(4-fluorophenyl)-4,5,6,7-tetrahydropyrazolo[1,5-a]pyrazin-3-yl)pyridin-2-yl)acetamide